4-(cis-bicyclo[3.1.0]hexane-3-yloxy)-2,5-difluoroaniline C12CC(CC2C1)OC1=CC(=C(N)C=C1F)F